decyl-ammonium [tetrakis(perfluorophenyl)borate] FC1=C(C(=C(C(=C1F)F)F)F)[B-](C1=C(C(=C(C(=C1F)F)F)F)F)(C1=C(C(=C(C(=C1F)F)F)F)F)C1=C(C(=C(C(=C1F)F)F)F)F.C(CCCCCCCCC)[NH3+]